C(C)(C)(C)OC(=O)N1CCN(CC1)C(N(C)[C@H](C(=O)OCC1=CC=CC=C1)C(C)C)=O (S)-4-((1-(benzyloxy)-3-methyl-1-oxobutan-2-yl)(methyl)carbamoyl)piperazine-1-carboxylic acid tert-butyl ester